O=C1N(CC2=C(C=CC=C12)N(C1CCC(CC1)NCC(F)(F)F)CCCC(F)(F)F)C1C(NC(CC1)=O)=O 3-(1-oxo-4-((4,4,4-trifluorobutyl)((1r,4r)-4-((2,2,2-trifluoroethyl)amino)cyclohexyl)amino)isoindolin-2-yl)piperidine-2,6-dione